6-methylheptane-2,5-dione CC(C(CCC(C)=O)=O)C